Ethyl (E)-3-(4-chloroquinolin-7-yl)acrylate ClC1=CC=NC2=CC(=CC=C12)/C=C/C(=O)OCC